4-(trifluoromethyl)-1,3,2-dioxaphospholane FC(C1OPOC1)(F)F